N1CCC(CC1)N1CC2=CC=CC=C2C=C1 2-(4-piperidyl)isoquinolin